CN1[C@@H](CCC1)C(=O)O L-1-methyl-proline